3-Phenylpropyl (2E)-3-(2-hydroxyphenyl)prop-2-enoate OC1=C(C=CC=C1)/C=C/C(=O)OCCCC1=CC=CC=C1